C1NCC12CC(C2)N2C[C@H](CCC2)C=2NC(N(N2)C2=C1C=CN=CC1=CC=C2)=O (S)-5-(1-(2-azaspiro[3.3]heptan-6-yl)piperidin-3-yl)-2-(isoquinolin-5-yl)-2,4-dihydro-3H-1,2,4-triazol-3-one